4-[3-[2,6-Dichloro-4-(2-cyclopropyl-2,6-diazaspiro[3.3]heptan-6-yl)benzoyl]-2,4-dihydro-1,3-benzoxazin-8-yl]-5-fluoro-2-(3-oxa-8-azabicyclo[3.2.1]oct-8-yl)benzoic acid ClC1=C(C(=O)N2COC3=C(C2)C=CC=C3C3=CC(=C(C(=O)O)C=C3F)N3C2COCC3CC2)C(=CC(=C1)N1CC2(CN(C2)C2CC2)C1)Cl